CC1(CCN(CC1)C1=NC=2C(=NC=C(N2)SC2=CC=NC3=CC=CC=C23)N1)N 4-methyl-1-(5-(quinolin-4-ylthio)-1H-imidazo[4,5-b]pyrazin-2-yl)piperidin-4-amine